{4-[(3S,4R)-3-fluoro-1-methyl-4-piperidylamino]-1-(2,2,2-trifluoroethyl)-2-indolyl}aminomethanone oxime F[C@H]1CN(CC[C@H]1NC1=C2C=C(N(C2=CC=C1)CC(F)(F)F)NC=NO)C